C(C=C(C)CCC=C(C)CCC=C(C)C)SC=1C(C(=O)O)=CC=CC1 farnesyl-thiosalicylic acid